[4-[5-Amino-4-cyano-1-(1,1,1-trifluoro-2-methylpropan-2-yl)pyrazol-3-yl]phenyl]acetic acid NC1=C(C(=NN1C(C(F)(F)F)(C)C)C1=CC=C(C=C1)CC(=O)O)C#N